C1(CCCC1)NC(C1=CC(=CC=C1)C(C1=C(C=C(C=C1OC)OC)O)N1CCN(CC1)C1=C(C(=CC=C1)Cl)Cl)=O N-cyclopentyl-3-((4-(2,3-dichlorophenyl)piperazin-1-yl)(2-hydroxy-4,6-dimethoxyphenyl)methyl)benzamide